((1s,4s)-4-((2-Chloro-5-(5-(2-(dimethylamino)ethoxy)pyrazin-2-yl)pyridin-4-yl)amino)cyclohexyl)methanol ClC1=NC=C(C(=C1)NC1CCC(CC1)CO)C1=NC=C(N=C1)OCCN(C)C